4-((S)-1-((R)-2-((4-chlorobenzyl)oxy)-3-methylbutanamido)ethyl)benzoic acid ClC1=CC=C(CO[C@@H](C(=O)N[C@@H](C)C2=CC=C(C(=O)O)C=C2)C(C)C)C=C1